2-[6-[(4aR,8aS)-6-methyl-3,4a,5,7,8,8a-hexahydro-2H-pyrido[4,3-b][1,4]oxazin-4-yl]pyridazin-3-yl]-3-methyl-phenol CN1C[C@@H]2[C@@H](OCCN2C2=CC=C(N=N2)C2=C(C=CC=C2C)O)CC1